ClC1=NC=C2NC(N(C2=N1)CC1=CC=C(C=C1)C=1N(C=C(N1)C(F)(F)F)C)=S 2-Chloro-9-(4-(1-methyl-4-(trifluoromethyl)-1H-imidazol-2-yl)benzyl)-7,9-dihydro-8H-purine-8-Thione